C(CCC)N(CCCC)C[Si](C=1C=C(C=C)C=CC1)(C)C 3-(dibutylaminomethyldimethylsilyl)styrene